1-{2-methyl-5-[3-(piperazin-1-yl)-1-oxa-8-azaspiro[4.5]decane-8-carbonyl]phenyl}-1,3-diazinane-2,4-dione, hydrochloride salt Cl.CC1=C(C=C(C=C1)C(=O)N1CCC2(CC(CO2)N2CCNCC2)CC1)N1C(NC(CC1)=O)=O